tert-butyl 3-(3-chloro-2-methylphenyl)-3-((1-methoxyisoquinolin-7-yl)amino)azetidine-1-carboxylate ClC=1C(=C(C=CC1)C1(CN(C1)C(=O)OC(C)(C)C)NC1=CC=C2C=CN=C(C2=C1)OC)C